[3-[2-chloro-5-(3,5-dimethyl-2,6-dioxo-4-thioxo-1,3,5-triazinan-1-yl)-4-fluoro-phenyl]-5-methyl-4H-isoxazol-5-yl]methyl acetate C(C)(=O)OCC1(CC(=NO1)C1=C(C=C(C(=C1)N1C(N(C(N(C1=O)C)=S)C)=O)F)Cl)C